tri(trimethoxysilylethyl)amine CO[Si](OC)(OC)CCN(CC[Si](OC)(OC)OC)CC[Si](OC)(OC)OC